1-[8-amino-7-chloro-6-(4-methyl-3-pyridinyl)-3-isoquinolinyl]-3-methyl-urea NC=1C(=C(C=C2C=C(N=CC12)NC(=O)NC)C=1C=NC=CC1C)Cl